[Na+].OC=1C(=C2C=CC(=CC2=CC1)S(=O)(=O)[O-])N=NC=1C=C(SC1C)OC.[Na+].OC=1C(=C2C=CC(=CC2=CC1)S(=O)(=O)[O-])N=NC=1C=C(SC1C)OC sodium 6-hydroxy-5-{(2-methoxy-5-methyl-4-thiophenyl)azo}-2-naphthalenesulfonic acid sodium salt